(2S)-1-[4'-Fluoro-2-(trifluoromethyl)[biphenyl]-4-yl]-2-(tetrahydro-2H-pyran-2-yloxy)propan-1-one FC1=CC=C(C=C1)C1=C(C=C(C=C1)C([C@H](C)OC1OCCCC1)=O)C(F)(F)F